8-(1,1-dimethylethyl)-N-ethyl-N-propyl-1,4-dioxaspiro[4.5]decan-2-methanamine CC(C)(C)C1CCC2(OCC(O2)CN(CCC)CC)CC1